COC1CN(C1)CC=1C=NC=NC1 5-((3-methoxyazetidin-1-yl)methyl)pyrimidin